COC1=CC=C(C=C1)C(C)(C)C=1N=C(SC1)NC(NCC=1C=CC(=C(C(=O)N(C)C)C1)N1CCNCC1)=O 5-((3-(4-(2-(4-methoxy-phenyl)propan-2-yl)thiazol-2-yl)ureido)methyl)-N,N-dimethyl-2-(piperazin-1-yl)benzamide